FC(C(=O)O)(F)F.C[C@@H]1N(C2=CC=CC=C2[C@@H](C1)NC1=CC=C(C=C1)C=1CCNCC1)C(CC)=O 1-((2s,4r)-2-methyl-4-((4-(1,2,3,6-tetrahydropyridin-4-yl)phenyl)amino)-3,4-dihydroquinolin-1(2H)-yl)propan-1-one trifluoroacetate